[4-[(E)-cinnamyl]piperazin-1-yl]-(4-ethoxyphenyl)methanone C(\C=C\C1=CC=CC=C1)N1CCN(CC1)C(=O)C1=CC=C(C=C1)OCC